ClC=1C(=C(C=CC1)NC1=CC(=NC=C1C(=O)NOC)NC1=NC(=CC=C1)F)N(S(=O)(=O)C)C 4-((3-chloro-2-(N-methyl-methanesulfonamido)phenyl)-amino)-6-((6-fluoropyridin-2-yl)amino)-N-methoxynicotinamide